FC1=CC=C(OC2=CC=C(C=N2)S(=O)(=O)N2[C@@H]([C@@H]3CC[C@H](C2)N3C(=O)OCCOC)C(=O)OCC)C=C1 (1S,2S,5R)-2-ethyl 8-(2-methoxyethyl) 3-((6-(4-fluorophenoxy)pyridin-3-yl)sulfonyl)-3,8-diazabicyclo[3.2.1]octane-2,8-dicarboxylate